CCCCCCCC/C=C\\CCCCCCCC(=O)O The molecule is an octadec-9-enoic acid in which the double bond at C-9 has Z (cis) stereochemistry. It has a role as an EC 3.1.1.1 (carboxylesterase) inhibitor, an Escherichia coli metabolite, a plant metabolite, a Daphnia galeata metabolite, a solvent, an antioxidant and a mouse metabolite. It is a conjugate acid of an oleate. It derives from a hydride of a cis-octadec-9-ene.